C(\C=C\C)(=O)OC1CC(CC(CC(C1)C)C)C (2E)-2-butenoic acid, 3,5,7-trimethylcyclooctyl ester